O=C1C(=C(C=NN1COCC[Si](C)(C)C)N1[C@@H](CCC1)COCC(C(=O)OC)=C)C(F)(F)F methyl 2-([[(2S)-1-[6-oxo-5-(trifluoromethyl)-1-[[2-(trimethylsilyl)ethoxy]methyl]-1,6-dihydropyridazin-4-yl]pyrrolidin-2-yl]methoxy]methyl)prop-2-enoate